O1C(CCCC1)OC(C)C1=C(C=NC=C1)CCNC(OC(C)(C)C)=O tert-butyl (2-(4-(1-((tetrahydro-2H-pyran-2-yl)oxy)ethyl)pyridin-3-yl)ethyl)carbamate